methyl-3-(1-methylethyl)phenylpropionaldehyde CC(C=O)(C)C1=CC(=CC=C1)C(C)C